N6-(tert-butoxycarbonyl)-D-lysine methyl ester COC([C@H](N)CCCCNC(=O)OC(C)(C)C)=O